COS(=O)(=O)C1=CC=C(C)C=C1.C1(CCCCC1)N=C=NCCN1CCOCC1 N-cyclohexyl-N'-(2'-morpholinoethyl)carbodiimide methyl-p-toluenesulfonate